P(=O)(O)(O)O.N=1C=C(N2C1C=CC=C2)C(=O)N imidazo[1,2-a]pyridine-3-carboxamide monophosphate